1-{4-[(1R)-1-{[2-(benzyloxy)ethyl]amino}ethyl]-3-chloro-2,6-dimethoxyphenyl}ethan-1-one C(C1=CC=CC=C1)OCCN[C@H](C)C1=C(C(=C(C(=C1)OC)C(C)=O)OC)Cl